(R)-1-azido-3-(4-((4-(((S)-2,2-dimethyl-1,3-dioxolan-4-yl)methoxy)phenyl)ethynyl)-2-methylphenoxy)propan-2-ol N(=[N+]=[N-])C[C@H](COC1=C(C=C(C=C1)C#CC1=CC=C(C=C1)OC[C@@H]1OC(OC1)(C)C)C)O